CN(CCCC(=O)OC(C(=O)[O-])CCCCCCCCCCCCCCCCC)C {[4-(dimethylamino)butanoyl]oxy}nonadecanoate